methyl (1S,3S)-3-((5-(5-chloro-3-formylthiophen-2-yl)-3-methylpyrazin-2-yl)oxy)cyclohexane-1-carboxylate ClC1=CC(=C(S1)C=1N=C(C(=NC1)O[C@@H]1C[C@H](CCC1)C(=O)OC)C)C=O